B(C1=CC=C(C=C1)CS(=O)(=O)NC)(O)O 4-(N-METHYLSULFAMOYLMETHYL)PHENYLBORONIC ACID